tert-butyl (1S,3S,4S)-3-hydroxy-4-methylcyclohexylcarbamate O[C@H]1C[C@H](CC[C@@H]1C)NC(OC(C)(C)C)=O